5-amino-2-[2-(2,2-dimethylpropionylamino)-3-pyridinyl]-6-(5-methyl-1H-indazol-4-yl)pyrimidine-4-carboxamide NC=1C(=NC(=NC1C1=C2C=NNC2=CC=C1C)C=1C(=NC=CC1)NC(C(C)(C)C)=O)C(=O)N